(S)-2-[amino(piperidin-4-yl)methyl]-3,4,5-trichlorophenol N[C@H](C1=C(C=C(C(=C1Cl)Cl)Cl)O)C1CCNCC1